3-((4-(tert-butoxycarbonyl)phenyl)amino)propionic acid C(C)(C)(C)OC(=O)C1=CC=C(C=C1)NCCC(=O)O